COC1=CC2=C(NC(=N2)C2=C(C=3C(NC2=O)=CN(N3)CC)N[C@H](CC)C3=NC=CC=N3)C=C1OC |o1:22| (R*)-6-(5,6-dimethoxy-1H-benzo[d]imidazol-2-yl)-2-ethyl-7-((1-(pyrimidin-2-yl)propyl)-amino)-2H-pyrazolo[4,3-b]pyridin-5(4H)-one